lead nickel zirconium [Zr].[Ni].[Pb]